(3R)-3-amino-5-[(4-chlorophenyl)methyl]-8-fluoro-7-[5-(6-methyl-3-pyridyl)-1,3,4-oxa-diazol-2-yl]-1,1-dioxo-2,3-dihydro-1λ6,5-benzothiazepin-4-one N[C@H]1CS(C2=C(N(C1=O)CC1=CC=C(C=C1)Cl)C=C(C(=C2)F)C=2OC(=NN2)C=2C=NC(=CC2)C)(=O)=O